1-methyl-N-(1-(4-nitrophenyl)cyclobutyl)-5-(trifluoromethyl)-1H-pyrazole-4-carboxamide CN1N=CC(=C1C(F)(F)F)C(=O)NC1(CCC1)C1=CC=C(C=C1)[N+](=O)[O-]